Racemic-1-([2,4'-bipyridine]-3-carbonyl)-4-(1-(2,6-difluorophenyl)ethyl)piperidine-4-carbonitrile N1=C(C(=CC=C1)C(=O)N1CCC(CC1)(C#N)[C@@H](C)C1=C(C=CC=C1F)F)C1=CC=NC=C1 |r|